2-(trifluoromethoxy)ethanamine hydrochloride Cl.FC(OCCN)(F)F